phenyl acetate (phenacylacetate) C(C(=O)C1=CC=CC=C1)CC(=O)O.C(C)(=O)OC1=CC=CC=C1